(S)-N-benzyl-N-(4-hydroxyphenyl)-3-(6-(3-(morpholinomethyl)-1,2,3,4-tetrahydroisoquinoline-2-carbonyl)benzo[d][1,3]dioxol-5-yl)-5,6,7,8-tetrahydroindolizine-1-carboxamide C(C1=CC=CC=C1)N(C(=O)C=1C=C(N2CCCCC12)C1=CC2=C(OCO2)C=C1C(=O)N1CC2=CC=CC=C2C[C@H]1CN1CCOCC1)C1=CC=C(C=C1)O